N-((7R)-2-cyano-2-azabicyclo[2.2.1]heptan-7-yl)-5-(3-(phenylthio)pyridin-4-yl)-1H-pyrazole-3-carboxamide C(#N)N1C2CCC(C1)[C@H]2NC(=O)C2=NNC(=C2)C2=C(C=NC=C2)SC2=CC=CC=C2